(2S)-2-((tert-Butoxycarbonyl)amino)-3-cyclobutylpentanoic acid C(C)(C)(C)OC(=O)N[C@H](C(=O)O)C(CC)C1CCC1